(5-bromo-2-formyl-phenyl)boronic acid BrC=1C=CC(=C(C1)B(O)O)C=O